ClC=1C(=C(C=CC1C)O)C1CCNCC1 3-chloro-4-methyl-2-(piperidin-4-yl)phenol